2-({6-[(4,4-dimethylpiperidin-1-yl)methyl]imidazo[1,2-a]pyridin-2-yl}methyl)-5-[3-(4-methylpiperazin-1-yl)azetidin-1-yl]-1,2-dihydro-2,7-naphthyridin-1-one CC1(CCN(CC1)CC=1C=CC=2N(C1)C=C(N2)CN2C(C1=CN=CC(=C1C=C2)N2CC(C2)N2CCN(CC2)C)=O)C